COC(=O)C1CC2CCC(C1)N2 8-azabicyclo[3.2.1]octane-3-carboxylic acid methyl ester